C(CCCC)NC(=O)N1C2CNCC1CC2 N-pentyl-3,8-diazabicyclo[3.2.1]Octane-8-carboxamide